cis-4-(2-(4-(benzo[b]thiophen-4-yl)piperazin-1-yl)ethyl)-4-fluorocyclohexan S1C2=C(C=C1)C(=CC=C2)N2CCN(CC2)CCC2(CCCCC2)F